Butoxycarbonylperhydroazepin C(CCC)OC(=O)N1CCCCCC1